BrC1=C(C=C(C=C1F)C(C#N)(C)C)F 2-(4-bromo-3,5-difluoro-phenyl)-2-methyl-propanenitrile